(S)-2-(methyl(2-oxo-4-(o-tolyl)-2H-chromen-7-yl)amino)-3-(trifluoromethoxy)propanamide CN([C@H](C(=O)N)COC(F)(F)F)C1=CC=C2C(=CC(OC2=C1)=O)C1=C(C=CC=C1)C